C1(=CC=CC=C1)C1=NN=C(O1)[C@H](C)NC(OC(C)(C)C)=O tert-butyl (S)-(1-(5-phenyl-1,3,4-oxadiazol-2-yl)ethyl)carbamate